N-(2-(2,6-dioxopiperidin-3-yl)-3-oxoisoindolin-5-yl)-4-fluorobenzenesulfonamide O=C1NC(CCC1N1CC2=CC=C(C=C2C1=O)NS(=O)(=O)C1=CC=C(C=C1)F)=O